C(CCCO)O Butylene Glycol